1-benzyl-3-(3-chloro-2-methylphenyl)piperidin-3-amine C(C1=CC=CC=C1)N1CC(CCC1)(N)C1=C(C(=CC=C1)Cl)C